6-(3-(ethylsulfonyl)-6-(5-methyl-3-(trifluoromethyl)-1H-pyrazol-1-yl)pyridin-2-yl)-2-(trifluoromethyl)pyrazolo[1,5-a]pyrimidine C(C)S(=O)(=O)C=1C(=NC(=CC1)N1N=C(C=C1C)C(F)(F)F)C=1C=NC=2N(C1)N=C(C2)C(F)(F)F